3-fluoro-5-methoxy-2',2''-dimethyl-3''-(pyrido[3,4-b]pyrazin-5-ylamino)-[1,1':3',1''-terphenyl]-4-carbaldehyde FC=1C=C(C=C(C1C=O)OC)C1=C(C(=CC=C1)C1=C(C(=CC=C1)NC1=NC=CC=2C1=NC=CN2)C)C